ClC=1C=C(C=C(C1OCCCl)C#N)C(C)(C)C1=CC=C(C=C1)C=1C=NN(C1)C1CC(C1)NS(=O)(=O)C N-((1r,3r)-3-(4-(4-(2-(3-chloro-4-(2-chloroethoxy)-5-cyanophenyl)propan-2-yl)phenyl)-1H-pyrazol-1-yl)cyclobutyl)methanesulfonamide